N-(4-(2-(3-(cyclohexylamino)-7-(3,5-dimethylisoxazol-4-yl)imidazo[1,2-a]pyridin-2-yl)ethyl)phenyl)-4-(((2-(2,6-dioxopiperidin-3-yl)-1,3-dioxoisoindolin-4-yl)amino)methyl)benzamide C1(CCCCC1)NC1=C(N=C2N1C=CC(=C2)C=2C(=NOC2C)C)CCC2=CC=C(C=C2)NC(C2=CC=C(C=C2)CNC2=C1C(N(C(C1=CC=C2)=O)C2C(NC(CC2)=O)=O)=O)=O